1-(1,3-benzodioxol-4-yl)-N-[[3-(1-piperidyl)-4-pyridyl]methyl]methanamine O1COC2=C1C=CC=C2CNCC2=C(C=NC=C2)N2CCCCC2